C(C)OC(CCC(=O)C1=CC2=C(S1)C=C(C(=C2Cl)O)OC)=O 4-(4-chloro-5-hydroxy-6-methoxybenzo[b]thiophen-2-yl)-4-oxobutanoic acid ethyl ester